(R)-2-(cyclopropyl-(piperidin-3-yl)amino)-2-oxoethanol acetate C(C)(=O)OCC(=O)N([C@H]1CNCCC1)C1CC1